C(CCCCCCCCCCC)P(OCCCCCCCCCCCC)([O-])=O dodecyl (dodecyl phosphonate)